N-(3-hydroxy-1-(pyridin-2-yl)propyl)-5-(4-(trifluoromethyl)phenoxy)-2-naphthamide OCCC(C1=NC=CC=C1)NC(=O)C1=CC2=CC=CC(=C2C=C1)OC1=CC=C(C=C1)C(F)(F)F